OC(CCC)C1=CC(=C(C=N1)C1=NC=C2C=C(N=CC2=C1)NC(=O)C1(COC1)C)C N-(7-{6-[1-hydroxybutyl]-4-methylpyridin-3-yl}-2,6-naphthyridin-3-yl)-3-methyloxetane-3-carboxamide